ClC1=NC=C2NC(=NC2=N1)Cl 2,8-dichloropurine